C(=C)(C)C1(CC=C(CC1)C)O 1-Isopropenyl-4-methyl-cyclohex-3-en-1-ol